N-p-methoxycinnamoyl-tyrosine COC1=CC=C(C=CC(=O)N[C@@H](CC2=CC=C(C=C2)O)C(=O)O)C=C1